2-((4-(2,6-dimethylphenyl)-2-oxo-2H-pyrano[2,3-b]pyridin-7-yl)(methyl)amino)acetamide CC1=C(C(=CC=C1)C)C1=CC(OC2=NC(=CC=C21)N(CC(=O)N)C)=O